NC1=NC(=NC(=C1)NC1=CC=C(C=C1)OC1=CC=CC=C1)C=O 4-amino-6-[(4-phenoxyphenyl)amino]pyrimidine-2-carbaldehyde